(2-((2-(1-acryloylpiperidin-3-yl)-5-(2-fluorophenyl)-2H-indazol-3-yl)amino)ethyl)guanidine C(C=C)(=O)N1CC(CCC1)N1N=C2C=CC(=CC2=C1NCCNC(=N)N)C1=C(C=CC=C1)F